C(C)(C)(C)OC(NOCC=O)=O 2-oxoethoxycarbamic acid (S)-tert-butyl ester